ClC1=CC=C(C=C1)/C=C/C(=O)C1=CC=C(C=C1)C (E)-3-(4-chlorophenyl)-1-(p-tolyl)prop-2-en-1-one